2-fluoro-2-(3-fluorophenyl)propanamide FC(C(=O)N)(C)C1=CC(=CC=C1)F